FC=1C=C2C(=C/C(/C2=CC1)=C/C1=CC=C(C=C1)COC1=CC=CC=C1)CC(=O)O (Z)-2-(5-Fluoro-1-(4-(phenoxymethyl)benzylidene)-1H-inden-3-yl)acetic acid